C(C(C)C)N1CC(N(C2(CN(C2)C2=NC=C(C#N)C=C2)C1=O)CC1=CC=C(C=C1)C(F)(F)F)=O 6-(8-isobutyl-6,9-dioxo-5-(4-(trifluoromethyl)benzyl)-2,5,8-triazaspiro[3.5]-nonan-2-yl)nicotinonitrile